CC1=NOC(=C1C1=CC=C2C=3N(C(COC31)C=3C=NC=CC3)C(=N2)N2C[C@@H](CC2)O)C (3R)-1-[7-(3,5-Dimethylisoxazol-4-yl)-4-pyridin-3-yl-4,5-dihydroimidazo[1,5,4-de][1,4]benzoxazin-2-yl]pyrrolidin-3-ol